spiro[4,5-dihydrothieno[2,3-c]pyran-7,4'-piperidine] hydrochloride salt Cl.N1CCC2(CC1)OCCC1=C2SC=C1